CC(=O)N[C@@H]1[C@H]([C@@H]([C@H](O[C@H]1O)CO[C@@]2(C[C@H]([C@H]([C@H](O2)[C@@H](CO)O)O)OP(=O)(O)O)C(=O)O)O)O The molecule is an amino disaccharide consisting of a 3-deoxy-4-O-phosphono-D-manno-oct-2-ulose residue attached to beta-glucosamine via an alpha-(2->6)-linkage. It is an amino disaccharide and a glucosamine oligosaccharide.